2-((2-(3,6-diazabicyclo[3.1.1]heptan-3-yl)-7-(thiazol-2-yl)benzo[d]oxazol-4-yl)oxy)-2,2-difluoroacetamide C12CN(CC(N1)C2)C=2OC1=C(N2)C(=CC=C1C=1SC=CN1)OC(C(=O)N)(F)F